C(C)C(C(=O)O)C(CCCC)C ethyl-3-methylheptanoic acid